4-cyclopropyl-3-(1-methyl-1H-1,2,4-triazol-3-yl)aniline C1(CC1)C1=C(C=C(N)C=C1)C1=NN(C=N1)C